CC1=CC=C(C=C1)S(=O)(=O)OCCOCCO diethylene glycol mono-p-toluenesulfonate